C(C)C1CCC(CC1)C1C=CC(CC1)=O 4-(4-ethylcyclohexyl)cyclohex-2-en-1-one